BrC=1C(=C(C2=C(C=C(C(O2)C(F)(F)F)C(=O)O)C1)C)C(C)(C)C 6-bromo-7-tert-butyl-8-methyl-2-trifluoromethyl-2H-benzopyran-3-carboxylic acid